C1(CC1)CN1C(=CC2=C1N=CN=C2)C2=NC1=C(N2C)C(=CC(=C1)C(=O)N1CC2C(CC1)CCN2)OC 2-[7-(cyclopropylmethyl)-7H-pyrrolo[2,3-d]pyrimidin-6-yl]-7-methoxy-1-methyl-5-{octahydro-1H-pyrrolo[2,3-c]pyridine-6-carbonyl}-1H-1,3-benzodiazole